COC(=O)C=1C=C2C=NC(NC2=CC1)=O 2-oxo-1H-quinazoline-6-carboxylic acid methyl ester